deutero-dichloroacetamide [2H]C(C(=O)N)(Cl)Cl